BrC1=C2C=C(C(N(C2=CC=C1)C)=O)[N+](=O)[O-] 5-bromo-1-methyl-3-nitroquinolin-2(1H)-one